CCCCCCCC/C=C\CCCCCCCC(=O)OC[C@H](COP(=O)([O-])OC[C@@H](C(=O)[O-])[NH3+])O 1-(9Z-Octadecenoyl)-sn-glycero-3-phospho-L-serine